3-(6-Chloro-9H-purin-9-yl)butan-1-ol ClC1=C2N=CN(C2=NC=N1)C(CCO)C